2-(iodomethyl)-7-nitroindoline-5-sulfonamide ICC1NC2=C(C=C(C=C2C1)S(=O)(=O)N)[N+](=O)[O-]